ClC=1C=NC(=C(C(=O)NC2CCC(CC2)CN2C(C(C3=CC=CC=C23)(C=2SC=C(C2)OC)O)=O)C1)C(F)F 5-chloro-2-(difluoromethyl)-N-((1r,4r)-4-((3-hydroxy-3-(4-methoxythiophen-2-yl)-2-oxoindolin-1-yl)methyl)cyclohexyl)nicotinamide